9-(3,3-difluoro-cyclobutylmethoxy)-2-((S)-1-[1,4]dioxan-2-ylmethoxy)-10-methoxy-1-methyl-6,7-dihydro-pyrido[2,1-a]isoquinolin-4-one FC1(CC(C1)COC=1C=C2CCN3C(C2=CC1OC)=C(C(=CC3=O)OC[C@H]3OCCOC3)C)F